NC1=NC=CC2=CC=C(C=C12)C=1C=C2C(CC3(CCNCC3)C2=CC1)OC1=C(C(=CC=C1)C)CC(=O)OCC 5-(1-aminoisoquinolin-7-yl)-3-(2-(2-ethoxy-2-oxoethyl)-3-methylphenoxy)-2,3-dihydrospiro[indene-1,4'-piperidine]